[Si](C)(C)(C(C)(C)C)C#CC1=CC(=C(C=N1)C1=CC2=C(N=CN=C2N)N1C)C 6-(6-((tert-butyldimethylsilyl)ethynyl)-4-methylpyridin-3-yl)-7-methyl-7H-pyrrolo[2,3-d]Pyrimidin-4-amine